FC(CS)(F)F 2,2,2-trifluoroethanethiol